bis((tert-butyl)phenyl)amine C(C)(C)(C)C1=C(C=CC=C1)NC1=C(C=CC=C1)C(C)(C)C